C(C)OC1=C(C=C2C(=NC=NC2=C1)N)[N+](=O)[O-] 7-ethoxy-6-nitroquinazolin-4-amine